C[Ge](COC1=NNC=C1)(C)C trimethyl(1H-pyrazol-3-yloxymethyl)germane